ClC=1C=C2C=C(N(C2=CC1SCC1=NOC=C1)S(=O)(=O)C1=CC=CC=C1)CNC(=O)C1(CC1)C N-((5-chloro-6-((isoxazol-3-ylmethyl)thio)-1-(phenylsulfonyl)-1H-indol-2-yl)methyl)-1-methylcyclopropanecarboxamide